3-{4-[(2-amino-4-pyrimidinyl)oxy]-3-ethylphenyl}-1-[4-fluoro-3-(trifluoromethoxy)phenyl]-2,4-imidazolidinedione NC1=NC=CC(=N1)OC1=C(C=C(C=C1)N1C(N(CC1=O)C1=CC(=C(C=C1)F)OC(F)(F)F)=O)CC